NCC1=CC=C(C=C1)NC(=O)C1=CC2=C(OCCC3=C2SC=C3)C=C1C=1C(=NC(=CC1)C(NC13CCC(CC1)C3)=O)C(=O)O 3-(9-((4-(aminomethyl)phenyl)carbamoyl)-4,5-dihydrobenzo[b]thieno[2,3-d]oxepin-8-yl)-6-(bicyclo[2.2.1]heptan-1-ylcarbamoyl)picolinic acid